4-methoxy-3-(5-(1-((2-(trimethylsilyl)ethoxy)methyl)-1H-tetrazol-5-yl)pyridin-3-yl)phenyl benzylcarbamate C(C1=CC=CC=C1)NC(OC1=CC(=C(C=C1)OC)C=1C=NC=C(C1)C1=NN=NN1COCC[Si](C)(C)C)=O